8-(trans-4-aminocyclohexoxy)-N7-ethyl-5,5-dimethyl-6H-benzo[h]quinazoline-4,7-diamine N[C@@H]1CC[C@H](CC1)OC1=CC=C2C(CC(C=3C(=NC=NC23)N)(C)C)=C1NCC